FC([C@@H](O)C=1NC(=NN1)C1CC2(CN(C2)C(=O)N2CC(C2)C2=CC=C(C=C2)C2(CC2)C(F)(F)F)C1)(F)F [6-[5-[(1S)-2,2,2-trifluoro-1-hydroxy-ethyl]-4H-1,2,4-triazol-3-yl]-2-azaspiro[3.3]heptan-2-yl]-[3-[4-[1-(trifluoromethyl)cyclopropyl]phenyl]azetidin-1-yl]methanone